C(C)OC1=NC=CC=C1C1=CC(=C2C(=N1)C(=NN2C(C)C)C)NCC=2C(=NC=CC2)C 5-(2-ethoxy-3-pyridinyl)-1-isopropyl-3-methyl-N-[(2-methyl-3-pyridinyl)methyl]pyrazolo[4,3-b]pyridin-7-amine